C1=CC=C2C(=C1)C=C(C(=C2S(=O)(=O)O)S(=O)(=O)O)S(=O)(=O)O naphthalenetrisulfonic acid